4-bromo-2,6-difluoro-pyridine BrC1=CC(=NC(=C1)F)F